3-[4-(2-methyl-1,3-dioxolan-2-yl)thiophen-2-yl]propanoate CC1(OCCO1)C=1C=C(SC1)CCC(=O)[O-]